ClC1=C(C=CC(=C1)CN1CCCC1)N1C=NC(=C1)C1=NC(=NC=C1C(F)(F)F)NC1CCN(CC1)S(=O)(=O)C (1-(2-chloro-4-(pyrrolidin-1-ylmethyl)phenyl)-1H-imidazol-4-yl)-N-(1-(methylsulfonyl)piperidin-4-yl)-5-(trifluoromethyl)pyrimidin-2-amine